P(=O)(O)(O)OC[C@@H]1[C@H]([C@H]([C@@](O1)(N1C=NC=2C(=O)NC(N)=NC12)SC1=CC=C(C=C1)OC)O)O (4-Methoxyphenylthio) guanosine-5'-monophosphate